(S)-3-(3-(1-(3-chlorophenyl)ethoxy)-4-((2,2,2-trifluoroethyl)sulfonamido)phenyl)-5-(pyrazin-2-ylamino)-1H-pyrazole-4-carboxamide ClC=1C=C(C=CC1)[C@H](C)OC=1C=C(C=CC1NS(=O)(=O)CC(F)(F)F)C1=NNC(=C1C(=O)N)NC1=NC=CN=C1